2,4-dimethylhexane-2-Enal CC(C=O)=CC(CC)C